1-(4-bromobenzyl)-1H-indol BrC1=CC=C(CN2C=CC3=CC=CC=C23)C=C1